4-bromo-N1-(4,4-difluorocyclohexyl)benzene-1,2-diamine BrC=1C=C(C(=CC1)NC1CCC(CC1)(F)F)N